ClC1=NC(=NC(=N1)C1=C(C2=C(C(=C(C(=C2C(=C1[2H])[2H])[2H])[2H])[2H])[2H])[2H])C=1C=CC=2C=CC3=CC=CC=C3C2C1 2-chloro-4-(naphthalen-2-yl-d7)-6-(phenanthren-3-yl)-1,3,5-triazine